isopropyl-triazene C(C)(C)N=NN